(S)-1-(3-((tert-butyldimethylsilyl)oxy)piperidin-1-yl)-7-methoxyisoquinoline-6-carbonitrile [Si](C)(C)(C(C)(C)C)O[C@@H]1CN(CCC1)C1=NC=CC2=CC(=C(C=C12)OC)C#N